(2S,3R,4R,5S,6S)-2-methyl-6-(((E)-3-(4-(((2-(2-methyl-1H-indol-3-yl)ethyl)amino)methyl)phenyl)acrylamido)oxy)tetrahydro-2H-pyran-3,4,5-triyl tripropionate C(CC)(=O)O[C@@H]1[C@@H](O[C@H]([C@H]([C@@H]1OC(CC)=O)OC(CC)=O)ONC(\C=C\C1=CC=C(C=C1)CNCCC1=C(NC2=CC=CC=C12)C)=O)C